2-(2,3,4,5-Tetrahydrobenzo[b]oxepin-8-yl)ethan-1-amine O1C2=C(CCCC1)C=CC(=C2)CCN